tert-butyl 9-(6-(4-((1H-indazol-5-yl)amino)-pyrimidin-2-yl)-1H-indole-2-carbonyl)-3,9-diazaspiro[5.5]undecan-3-carboxylate N1N=CC2=CC(=CC=C12)NC1=NC(=NC=C1)C1=CC=C2C=C(NC2=C1)C(=O)N1CCC2(CCN(CC2)C(=O)OC(C)(C)C)CC1